C(C=C)OCC(C(C(F)(F)F)(F)F)(F)F 4-allyloxy-1,1,1,2,2,3,3-heptafluorobutane